CC(C)(S(=O)(=O)C)C1=CC=C(O1)C(=O)O 5-(1-methyl-1-methylsulfonyl-ethyl)furan-2-carboxylic acid